C12CN(CC(CC1)N2)C2=NC(=NC1=C(C(=C(C=C21)C(F)(F)F)C2=CC=C(C=1SC(=C(C12)C#N)N)F)F)N1CC(C1)(C)CC#N 4-(4-(3,8-diazabicyclo[3.2.1]octan-3-yl)-2-(3-(cyanomethyl)-3-methylazetidin-1-yl)-8-fluoro-6-(trifluoromethyl)quinazolin-7-yl)-2-amino-7-fluorobenzo[b]thiophene-3-carbonitrile